4-(2-(4-(5-chloro-2-(4-(trifluoromethyl)-1H-1,2,3-triazol-1-yl)phenyl)-5-methoxy-2-oxopyridin-1(2H)-yl)butanamido)-2-fluorobenzamide ClC=1C=CC(=C(C1)C1=CC(N(C=C1OC)C(C(=O)NC1=CC(=C(C(=O)N)C=C1)F)CC)=O)N1N=NC(=C1)C(F)(F)F